C(C)C1=NOC2(C=3C=NN(C3CC(C21)C)CC2=CC=C(C=C2)OC)O Ethyl-8b-hydroxy-6-(4-methoxybenzyl)-4-methyl-3a,5,6,8b-tetrahydro-4H-isoxazolo[5,4-e]indazole